N[C@@H]([C@@H]([C@@H](C=O)O)O)[C@H](O)C 4-AMINO-4,6-DIDEOXY-D-MANNOSE